C(=O)O.NC1=CN=NC2=CC(=CC=C12)C=1C(=CC(=C(C1)B(O)O)OC)N1N=CC(=C1)OC(F)(F)F [5-(4-aminocinnolin-7-yl)-2-methoxy-4-[4-(trifluoromethoxy)pyrazol-1-yl]phenyl]boronic acid formate salt